N,N'-(trimethylene)bisacrylamide C(C=C)(=O)NCCCNC(C=C)=O